ClC1=NC=NC=C1NC([C@H](CC1=CC=CC=C1)NC(C1=CC=C(C=C1)N(C)C)=O)=O (S)-N-(1-((4-chloropyrimidin-5-yl)amino)-1-oxo-3-phenylpropan-2-yl)-4-(dimethylamino)benzamide